FC=1C=C2CCC=3N(C2=CC1)N=C(C3)C3C1CN(CC31)C(=O)OC(C(F)(F)F)C(F)(F)F 1,1,1,3,3,3-hexafluoropropan-2-yl 6-(7-fluoro-4,5-dihydropyrazolo[1,5-a]quinolin-2-yl)-3-azabicyclo[3.1.0]hexane-3-carboxylate